methacrylic acid β-ethyl-sulfate CCOS(=O)(=O)O.C(C(=C)C)(=O)O